C(=O)(OC(C)(C)C)N[C@@H](CC1=CC(=CC=C1)C(F)(F)F)C(=O)O Boc-3-(trifluoromethyl)-L-phenylalanine